(2S,3R)-1-[4-(difluoromethyl)-5-methyl-6-[1-(1-methylazetidin-3-yl)pyrazol-4-yl]pyrimidin-2-yl]-2-methyl-azetidin-3-ol FC(C1=NC(=NC(=C1C)C=1C=NN(C1)C1CN(C1)C)N1[C@H]([C@@H](C1)O)C)F